C1(CC1)C1=C(C(=NO1)C1=C(C=CC=C1Cl)Cl)CO[C@H]1[C@@H]2CN([C@H](C1)C2)C2=C(C=C(C=N2)C(=O)OC)F methyl 6-[(1S,4S,5R)-5-[[5-cyclopropyl-3-(2,6-dichlorophenyl)-1,2-oxazol-4-yl]methoxy]-2-azabicyclo[2.2.1]heptan-2-yl]-5-fluoropyridine-3-carboxylate